N-[1-(R)-(-)-(1-naphthyl)ethyl]-3-[3-(trifluoromethyl)phenyl]-1-aminopropane C1(=CC=CC2=CC=CC=C12)[C@@H](C)NCCCC1=CC(=CC=C1)C(F)(F)F